2-(18-(tert-butoxy)-18-oxooctadecanoylamino)-5-oxopentanoic acid C(C)(C)(C)OC(CCCCCCCCCCCCCCCCC(=O)NC(C(=O)O)CCC=O)=O